FC=1C=C2NC(C=3N(C2=C(C1C=1C=C(C=C2C=CNC12)F)F)C=NN3)(C)C 7,9-difluoro-8-(5-fluoro-1H-indol-7-yl)-4,4-dimethyl-5H-[1,2,4]triazolo[4,3-a]quinoxaline